bis(4-aminophenoxy)-phenylphosphine oxide NC1=CC=C(OP(C2=CC=CC=C2)(OC2=CC=C(C=C2)N)=O)C=C1